[N+](=O)([O-])C=1C(=C(C=CC1)Cl)Cl mono-nitrodichlorobenzene